FC=1C=C(C=2N(C1)C(=C(N2)C#CCNC2=C(C=C(C(=O)NC)C=C2)OC)SC(F)(F)F)N[C@H]2[C@H](CN(CC2)C)F 4-((3-(6-fluoro-8-(((3S,4R)-3-fluoro-1-methylpiperidin-4-yl)amino)-3-((trifluoromethyl)thio)imidazo[1,2-a]pyridin-2-yl)prop-2-yn-1-yl)amino)-3-methoxy-N-methylbenzamide